1-(3-fluoro-4-{4-[(pyridin-2-ylmethyl)carbamoyl]-1H-1,2,3-triazol-1-yl}butyl)-N-methyl-1H-1,2,3-triazole-4-carboxamide FC(CCN1N=NC(=C1)C(=O)NC)CN1N=NC(=C1)C(NCC1=NC=CC=C1)=O